C(=O)(OC(C)(C)C)N1CCC(CC1)CCN 2-(N-Boc-4-piperidyl)ethylamine